15-hydroxypentadecyl myristoleate C(CCCCCCC\C=C/CCCC)(=O)OCCCCCCCCCCCCCCCO